(2S,6S)-1-allyl-2-methyl-6-(1-methyl-1H-1,2,3-triazol-4-yl)piperidin-4-one C(C=C)N1[C@H](CC(C[C@H]1C=1N=NN(C1)C)=O)C